tert-butyl (((2S*,4R*)-5-chloro-4-(2-cyano-6-fluorophenyl)-2-phenyl-2,3-dihydrobenzofuran-2-yl)methyl)carbamate ClC=1C=CC2=C(C[C@](O2)(C2=CC=CC=C2)CNC(OC(C)(C)C)=O)C1C1=C(C=CC=C1F)C#N |o1:7|